NC1=C2C(=NC=N1)N(N=C2C=2NC1=CC(=CC=C1C2Cl)C(=O)NCCOC(F)(F)F)C(C)(C)C 2-{4-Amino-1-tert-butyl-1H-pyrazolo[3,4-d]pyrimidin-3-yl}-3-chloro-N-[2-(trifluoromethoxy)ethyl]-1H-indole-6-carboxamide